6-methyl-4-(methylthio)-2-oxo-1,2-dihydropyridine CC1=CC(=CC(N1)=O)SC